tert-butyl (R)-4-(((S)-1-methoxy-3-methyl-1-oxobutan-2-yl)(methyl)carbamoyl)-3-methylpiperazine-1-carboxylate COC([C@H](C(C)C)N(C(=O)N1[C@@H](CN(CC1)C(=O)OC(C)(C)C)C)C)=O